cis-rac-5-fluoro-3,3-dimethylpiperidin-4-ol hydrochloride Cl.F[C@@H]1[C@@H](C(CNC1)(C)C)O |r|